NC=1SC(C(N1)=O)CC(N1CC2=CC(=CC=C2CC1)OC1=CC=C(C=C1)C(F)(F)F)=O 2-amino-5-(2-oxo-2-(7-(4-(trifluoromethyl)-phenoxy)-3,4-dihydroisoquinolin-2(1H)-yl)ethyl)-thiazol-4(5H)-one